ClC1=CC(=C(C=N1)C1=NC=C(C=C1)C(C)(C)F)N[C@H](CCO)C (S)-3-((6'-Chloro-5-(2-fluoropropan-2-yl)-[2,3'-bipyridin]-4'-yl)amino)butan-1-ol